C(#N)CN1C(=CC2=C(C=CC=C12)NC1CCS(CC1)(=O)=O)C#CC 3-[1-(cyanomethyl)-4-[(1,1-dioxo-1λ6-thian-4-yl)amino]-1H-indol-2-yl]prop-2-yn